C(CCC)NC(NC12CC3(CC(CC(C1)C3)C2)NC(=O)C2=NC(=CC=C2)C)=O 6-Methyl-pyridine-2-carboxylic acid [3-(3-butyl-ureido)-adamantan-1-yl]-amide